2-[(1s,4s,5r)-5-{[5-cyclopropyl-3-(2,6-dichlorophenyl)-1,2-oxazol-4-yl]methoxy}-2-azabicyclo[2.2.1]heptan-2-yl]-4-fluoro-N-methanesulfonyl-1,3-benzothiazole-6-carboxamide C1(CC1)C1=C(C(=NO1)C1=C(C=CC=C1Cl)Cl)CO[C@H]1[C@@H]2CN([C@H](C1)C2)C=2SC1=C(N2)C(=CC(=C1)C(=O)NS(=O)(=O)C)F